6-(2-(3-Methoxyphenyl)pyridin-3-yl)-1H-pyrazolo[4,3-b]pyridin COC=1C=C(C=CC1)C1=NC=CC=C1C=1C=C2C(=NC1)C=NN2